beta-dodecylselenium CC(CCCCCCCCCC)[Se]